FC1=CC(=C(N)C=C1[N+](=O)[O-])OCCOC 4-fluoro-2-(2-methoxyethoxy)-5-nitroaniline